Tert-butyl (12aR)-10-chloro-8-fluoro-9-[5-methyl-1-(oxan-2-yl)-1H-benzimidazol-4-yl]-3,4,12,12a-tetrahydro-6H-pyrazino[2,1-c][1,4]benzoxazepine-2(1H)-carboxylate ClC1=C(C(=CC=2CN3[C@@H](COC21)CN(CC3)C(=O)OC(C)(C)C)F)C3=C(C=CC=2N(C=NC23)C2OCCCC2)C